FC(C(=O)O)(F)F.NC1=CC=C(C=C1)S(=O)(=O)N(C)OCCO 4-Amino-N-(2-hydroxyethoxy)-N-methylbenzenesulfonamide, trifluoroacetate salt